COC(C1=CC(=NC=C1)C1=CC(=CC=C1)OC)=O 2-(3-methoxyphenyl)isonicotinic acid methyl ester